(1,1-dimethyl)allyloxy-diphenylsilane CC(C=C)(C)O[SiH](C1=CC=CC=C1)C1=CC=CC=C1